tert-butyl [(9aS)-7-oxo-8,9,9a,10-tetrahydro-5H,7H-pyrido[3,2-f]pyrrolo[2,1-c][1,4]oxazepin-3-yl]carbamate O=C1CC[C@H]2COC3=C(CN21)C=C(C=N3)NC(OC(C)(C)C)=O